C(C=1C(C(=O)OCCCC(C)C)=CC=CC1)(=O)OCCCC phthalic acid, butyl isohexyl ester